NC1=NC(=NC=N1)N1CC(C[C@H](C1)F)(C)C (4S,5R)-1-(4-amino-1,3,5-triazin-2-yl)-5-fluoro-3,3-dimethylpiperidine